C(C)OCCCOC1=NN(C=C1NC1=NC=C(C=N1)C1=CC=C(C#N)C=C1)C1CCC(CC1)N1CCOCC1 4-(2-((3-(3-ethoxypropoxy)-1-((1r,4r)-4-morpholinylcyclohexyl)-1H-pyrazol-4-yl)amino)pyrimidin-5-yl)benzonitrile